(3S)-6-chloro-5-(2,6-difluorophenyl)-3-methyl-7-(trifluoromethyl)-3H-pyrido[3,4-e][1,4]diazepine-2-Yl diphenyl phosphate P(=O)(OC=1[C@@H](N=C(C2=C(N1)C=NC(=C2Cl)C(F)(F)F)C2=C(C=CC=C2F)F)C)(OC2=CC=CC=C2)OC2=CC=CC=C2